methyl 1-benzyl-4,5,6,7-tetrahydroindazole-5-carboxylate C(C1=CC=CC=C1)N1N=CC=2CC(CCC12)C(=O)OC